(3R)-4-(4-bromo-3-chloro-2-fluorobenzoyl)-3-(hydroxymethyl)piperazine-1-carboxylic acid tert-butyl ester C(C)(C)(C)OC(=O)N1C[C@@H](N(CC1)C(C1=C(C(=C(C=C1)Br)Cl)F)=O)CO